1-(3-(3-chloro-5-(imidazo[1,5-a]pyrimidin-3-yl)phenyl)morpholino)prop-2-en-1-one ClC=1C=C(C=C(C1)C=1C=NC=2N(C1)C=NC2)C2COCCN2C(C=C)=O